o-tolylhydrazine CC1=CC=CC=C1NN